CC1=C(C=CC(=C1)OC1=CC=CC=C1)N1C(NC2=C(SC=3N=CC=C1C32)C(=O)N[C@@H]3[C@@H](CCCC3)NC)=O 5-(2-methyl-4-phenoxyphenyl)-N-((1s,2r)-2-(methylamino)cyclohexyl)-4-oxo-4,5-dihydro-3H-1-thia-3,5,8-triazaacenaphthylene-2-carboxamide